C(C)(C)(C)OC(=O)N1C[C@@H](CCC1)C(NC1=NN(C2=CC=C(C=C12)C1=C(C=C(C=C1)F)F)C(C1=CC=CC=C1)(C1=CC=CC=C1)C1=CC=CC=C1)=O (3R)-3-{[5-(2,4-difluorophenyl)-1-trityl-1H-indazol-3-yl]carbamoyl}piperidine-1-carboxylic acid tert-butyl ester